3-((tetrahydro-2H-pyran-4-yl)oxy)aniline O1CCC(CC1)OC=1C=C(N)C=CC1